methyl-(2R,3R,4S,5R)-3-(3,4-difluoro-2-methoxyphenyl)-4-ethoxy-5-methyl-5-(trifluoromethyl)tetrahydrofuran-2-carbamic acid methyl ester COC(N[C@@]1(O[C@]([C@H]([C@H]1C1=C(C(=C(C=C1)F)F)OC)OCC)(C(F)(F)F)C)C)=O